(R)-7-(3-((tert-butyldimethylsilyl)oxy)-2-methylpropoxy)-6-(tert-butylsulfonyl)-3-iodoimidazo[1,2-a]pyridine [Si](C)(C)(C(C)(C)C)OC[C@@H](COC1=CC=2N(C=C1S(=O)(=O)C(C)(C)C)C(=CN2)I)C